FC(C1CC(CCN1S(=O)(=O)C)NN1OC=CC1)F 6-(difluoromethyl)-2-((1-(methylsulfonyl)piperidin-4-yl)amino)isoxazole